1-bromo-4-chloro-2-methoxybenzene BrC1=C(C=C(C=C1)Cl)OC